3-Butyl-5,5-dimethylcyclohex-2-en-1-one C(CCC)C1=CC(CC(C1)(C)C)=O